3β-(Thiazol-2-yloxy)-17-(1H-benzimidazol-1-yl)androsta-5,16-dien S1C(=NC=C1)O[C@@H]1CC2=CC[C@H]3[C@@H]4CC=C([C@@]4(C)CC[C@@H]3[C@]2(CC1)C)N1C=NC2=C1C=CC=C2